Methyl 4-(6-chloropyrazin-2-yl)tetrahydro-2H-pyran-4-carboxylate ClC1=CN=CC(=N1)C1(CCOCC1)C(=O)OC